CC(CCC(=O)N[C@H](C=O)CC=1N=CN(C1)C(C1=CC=CC=C1)(C1=CC=CC=C1)C1=CC=CC=C1)C 4-methyl-N-((S)-1-oxo-3-(1-trityl-1H-imidazol-4-yl)propan-2-yl)pentanamide